(R)-2-(4-cyclopropyl-6-(piperidin-3-ylamino)pyridazin-3-yl)-5-ethynylphenol C1(CC1)C1=C(N=NC(=C1)N[C@H]1CNCCC1)C1=C(C=C(C=C1)C#C)O